8-bromo-4-[(2R)-3-(3,4-dihydro-1H-isoquinolin-2-yl)-2-hydroxy-propyl]-2,3-dihydro-1,4-benzoxazepine-5-one BrC1=CC2=C(C(N(CCO2)C[C@@H](CN2CC3=CC=CC=C3CC2)O)=O)C=C1